NC[C@@]1(OC2=C([C@@H]1O)C(=C(C=C2)Cl)C2=C(C(=O)N)C=CC(=C2F)OC)C2=CC=CC=C2 2-((2s,3s,4s)-2-(aminomethyl)-5-chloro-3-hydroxy-2-phenyl-2,3-dihydrobenzofuran-4-yl)-3-fluoro-4-methoxybenzamide